ClC1=C(C=CC(=C1)F)C1=CC(OC2=CC(=CC=C12)OC(C(=O)N1CC(CCC1)(C(=O)OCC)C)C)=O ethyl 1-[2-[4-(2-chloro-4-fluoro-phenyl)-2-oxo-chromen-7-yl]oxypropanoyl]-3-methyl-piperidine-3-carboxylate